2-amino-6-(trifluoromethoxy)benzothiazole tert-Butyl-(S)-(5-(2-(2-aminopyridin-3-yl)-5-cyano-3H-imidazo[4,5-b]pyridin-3-yl)-2,3-dihydro-1H-inden-1-yl)carbamate C(C)(C)(C)N(C(O)=O)[C@H]1CCC2=CC(=CC=C12)N1C(=NC=2C1=NC(=CC2)C#N)C=2C(=NC=CC2)N.NC=2SC1=C(N2)C=CC(=C1)OC(F)(F)F